[C@@H]12C(C(=CCC1C2(C)C)C)=O 3R-carenone